C(C)C1=C(C(=CC=C1)CC)CC 1,2,3-triethylbenzene